(9-(4-methoxybenzyl)-8-oxo-8,9-dihydro-7H-purin-2-yl)acetamide COC1=CC=C(CN2C3=NC(=NC=C3NC2=O)CC(=O)N)C=C1